ClC1=CC=CC=2N1N=C(C2C)C#CC=NC(O)=O N-(3-{7-chloro-3-methylpyrazolo[1,5-a]pyridin-2-yl}prop-2-ynyl-1-yl)carbamic acid